8-acetyl-6-chloro-2-(4,4-difluoropiperidin-1-yl)-3-methylpyrido[3,2-d]pyrimidin-4(3H)-one C(C)(=O)C1=CC(=NC2=C1N=C(N(C2=O)C)N2CCC(CC2)(F)F)Cl